CC=1N=C(SC1C=1C=NN(C1)C1CCC1)N 4-methyl-5-(1-cyclobutylpyrazol-4-yl)-1,3-thiazol-2-amine